FC(C1=CC2=C(N=C(S2)N2CC3COCC(C2)N3C(=O)OC3CC2(CN(C2)CC2=CC=CC=C2)C3)C=C1)(F)F 2-benzyl-2-azaspiro[3.3]heptan-6-yl 7-[6-(trifluoromethyl)-1,3-benzothiazol-2-yl]-3-oxa-7,9-diazabicyclo[3.3.1]nonane-9-carboxylate